dimethyl 4,4'-(butane-1,3-diylbis(oxy))bis(2-(6-(1H-imidazol-1-yl)pyridazine-3-carboxamido)-5-fluorobenzoate) C(CC(C)OC1=CC(=C(C(=O)OC)C=C1F)NC(=O)C=1N=NC(=CC1)N1C=NC=C1)OC1=CC(=C(C(=O)OC)C=C1F)NC(=O)C=1N=NC(=CC1)N1C=NC=C1